(R)-2-(4-(tert-butoxy)-2-carboxy-4-oxobutyl)-6-methylpyridine 1-oxide C(C)(C)(C)OC(C[C@@H](CC1=[N+](C(=CC=C1)C)[O-])C(=O)O)=O